N-[3-[5-chloro-2-[4-[2-(dimethylamino)ethyl-methyl-amino]-3-methoxy-anilino]-pyrimidin-4-yl]-1-methyl-indol-6-yl]prop-2-enamide ClC=1C(=NC(=NC1)NC1=CC(=C(C=C1)N(C)CCN(C)C)OC)C1=CN(C2=CC(=CC=C12)NC(C=C)=O)C